C(C)(=O)N1CC(C2=C1C=C(C=1N2C(N(N1)CC#N)=O)CC1=CC=C(C=C1)F)(C)C 2-(6-acetyl-4-(4-fluorobenzyl)-8,8-dimethyl-1-oxo-7,8-dihydro-1H-pyrrolo[2,3-e][1,2,4]triazolo[4,3-a]pyridin-2(6H)-yl)acetonitrile